1-butyl-3-methyl-1H-imidazol-3-ium chloride [Cl-].C(CCC)N1C=[N+](C=C1)C